[4-(4-methylpiperazin-1-yl)phenyl]-3-phenyl-1H-pyrrolo[2,3-b]pyridine CN1CCN(CC1)C1=CC=C(C=C1)N1C=C(C=2C1=NC=CC2)C2=CC=CC=C2